FC1=C(C=CC(=C1O)F)C1=NN=C(S1)CN1C2(CC2)C(N(C1=O)C(C(F)(F)F)C#CC)=O 4-((5-(2,4-difluoro-3-hydroxyphenyl)-1,3,4-thiadiazol-2-yl)methyl)-6-(1,1,1-trifluoropent-3-yn-2-yl)-4,6-diazaspiro[2.4]heptane-5,7-dione